ClC(C(O)=N)(Cl)Cl.O[C@@H]1[C@H](O)[C@H](O)[C@@H](O)[C@@H](O1)C beta-L-rhamnose trichloroacetimidate